C(C)N(CCNC(=O)C=1C2=C(NC1C)C(CC2)=C2C(NC1=CC=C(C=C21)N2[C@@H](COCC2)C)=O)CC (R)-N-(2-(diethylamino)ethyl)-2-methyl-6-(5-(3-methylmorpholino)-2-oxoindolin-3-ylidene)-1,4,5,6-tetrahydrocyclopenta[b]pyrrole-3-carboxamide